COCCC1=NC=CN=C1 METHOXYETHYLPYRAZIN